5-(2-Methylbutan-2-yl)-1,2-oxazol-3-amine CC(C)(CC)C1=CC(=NO1)N